ClCC=1C=C2C=3N(C(C(NC3C1)=O)C)C=C2 8-(chloromethyl)-3-methyl-1H-pyrrolo[1,2,3-de]quinoxalin-2(3H)-one